C1=CC(=C(C(=C1)F)C(=O)NC(=O)NC2=CC(=C(C=C2)Cl)OC3=C(C=C(C=N3)C(F)(F)F)Cl)F The molecule is an N-acylurea that is urea in which one of the hydrogens has been replaced by a 3,6-difluorobenzoyl group, while a hydrogen attached to the other nitrogen has been replaced by a 4-chloro-3-{[3-chloro-5-(trifluoromethyl)pyridin-2-yl]oxy}phenyl group. It is used to control ticks in cattle. It has a role as a mite growth regulator and an acaricide. It is an organofluorine acaricide, an organochlorine acaricide, a member of monochlorobenzenes, a N-acylurea, a chloropyridine, an aromatic ether and a member of phenylureas.